bis(5-cyclohexyl-4-hydroxy-2-methylphenyl)-4-Hydroxyphenylmethane C1(CCCCC1)C=1C(=CC(=C(C1)C(C1=CC=C(C=C1)O)C1=C(C=C(C(=C1)C1CCCCC1)O)C)C)O